isonon-anoic acid C(CCCCCC(C)C)(=O)O